[Na+].OC1=CC=C(C=C1)CCC(=O)NC1=C(C(=O)[O-])C=CC=C1 2-(3-(p-hydroxyphenyl)-propionamido)-benzoic acid sodium salt